CC1(OC2C(CN(C2=O)C2=NC(=CC(=C2)C(F)(F)F)C)O1)C 2,2-dimethyl-5-(6-methyl-4-(trifluoromethyl)pyridin-2-yl)tetrahydro-4H-[1,3]dioxolo[4,5-c]pyrrol-4-one